BrC1=C(C=C(C(=N1)N(CC1=CC=C(C=C1)OC)CC1=CC=C(C=C1)OC)F)F 6-bromo-3,5-difluoro-N,N-bis(4-methoxybenzyl)pyridin-2-amine